tert-butyl 6-(7H-pyrrolo[2,3-d]pyrimidin-2-ylmethyl)-2-azaspiro[3.3]heptane-2-carboxylate N1=C(N=CC2=C1NC=C2)CC2CC1(CN(C1)C(=O)OC(C)(C)C)C2